(4,4,5,5-tetramethyl-1,3,2-dioxaborolan-2-yl)-[1,1'-biphenyl] CC1(OB(OC1(C)C)C1=C(C=CC=C1)C1=CC=CC=C1)C